C(CC)N1C(SC2=C1C=CC(=C2)C2=CC=C(C(=O)O)C=C2)=O 4-(3-propyl-2-benzothiazolinone-6-yl)benzoic acid